FC=1C=C(C=NC1)CNC=1C=C2C(=NNC2=CC1)C=CC1=NC=CC=C1 N-((5-fluoropyridin-3-yl)methyl)-3-(2-(pyridin-2-yl)vinyl)-1H-indazol-5-amine